(3R)-3-(4-chlorophenyl)-2-[(5-chloropyridin-2-yl)methyl]-6-{1-[(3S)-3,4-dimethylpiperazin-1-yl]-2-hydroxypropan-2-yl}-3-methoxy-2,3-dihydro-1H-isoindol-1-one ClC1=CC=C(C=C1)[C@@]1(N(C(C2=CC(=CC=C12)C(CN1C[C@@H](N(CC1)C)C)(C)O)=O)CC1=NC=C(C=C1)Cl)OC